N-(5-(2,2-dimethyl-2,3-dihydro-[1,4]dioxino[2,3-b]pyridin-6-yl)-4-((6-(methylsulfonyl)-4-morpholinopyridin-2-yl)amino)pyridin-2-yl)acetamide CC1(OC=2C(=NC(=CC2)C=2C(=CC(=NC2)NC(C)=O)NC2=NC(=CC(=C2)N2CCOCC2)S(=O)(=O)C)OC1)C